COC1=C(C=C(C=C1)C(F)(F)F)N1C(N([C@H](C1)C#N)C1=CN=CC2=CC=C(C=C12)S(=O)(=O)C)=O |r| racemic-1-(2-methoxy-5-(trifluoromethyl)phenyl)-3-(6-(methylsulfonyl)isoquinolin-4-yl)-2-oxoimidazoline-4-carbonitrile